4-(Benzyloxy)benzaldehyde-O-(1-methyl-1H-imidazole-5-carbonyl) oxime CN1C=NC=C1C(=O)ON=CC1=CC=C(C=C1)OCC1=CC=CC=C1